Ethyl-1-((2-Amino-9-((2R,3S,4S,5R)-4-fluoro-3-hydroxy-5-(hydroxymethyl)tetrahydrofuran-2-yl)-8-oxo-8,9-dihydro-7H-purin-7-yl)methyl)cyclopropan-1-carboxylat C(C)OC(=O)C1(CC1)CN1C(N(C2=NC(=NC=C12)N)[C@@H]1O[C@@H]([C@H]([C@H]1O)F)CO)=O